CN1N=CC(=C1)C=1C=CC=2N(C1)N=CC2N2C1CN(CC2CC1)C(=O)OC(C)(C)C tert-butyl 8-(6-(1-methyl-1H-pyrazol-4-yl)pyrazolo[1,5-a]pyridin-3-yl)-3,8-diazabicyclo[3.2.1]octane-3-carboxylate